COC1N(C(=CC=N1)N1CCC(CC1)NC)C1=NNC(=C1)C methoxy-N-(5-methyl-1H-pyrazol-3-yl)-6-(4-(methylamino)piperidin-1-yl)pyrimidin